1,4-dimethylol terephthalate C(C1=CC=C(C(=O)OCO)C=C1)(=O)OCO